hept-5-en-2-yl 2-([1,1'-biphenyl]-4-yl)acetate C1(=CC=C(C=C1)CC(=O)OC(C)CCC=CC)C1=CC=CC=C1